FC1(CN(CC1)C1=NC=CC(=C1NC(=O)C=1C=NC(=NC1)C1CCOCC1)C1=C(C=CC=C1)F)F N-(2-(3,3-difluoropyrrolidin-1-yl)-4-(2-fluoro-phenyl)pyridin-3-yl)-2-(tetrahydro-2H-pyran-4-yl)pyrimidine-5-carboxamide